NC1=NC(=C(C(=C1N)O)C)C 2,3-diamino-4-hydroxy-5,6-dimethyl-pyridine